ClC=1C(=NC(=NC1)N[C@@H]1C[C@H]2CO[C@@H]([C@H]1O)O2)C=2C=C(C1=C(N(C(=N1)N1C(OC[C@H]1C(C)C)=O)C(C)C)C2)F (R)-3-(6-(5-chloro-2-(((1S,3R,4S,5R)-4-hydroxy-6,8-dioxabicyclo[3.2.1]octan-3-yl)amino)pyrimidin-4-yl)-4-fluoro-1-isopropyl-1H-benzo[d]imidazol-2-yl)-4-isopropyloxazolidin-2-one